(6-(((3,4-bis(benzyloxy)-phenoxy)carbonyl)(2-((tert-butoxycarbonyl)(methyl)amino)ethyl)amino)hexyl)-triphenyl-phosphonium bromide [Br-].C(C1=CC=CC=C1)OC=1C=C(OC(=O)N(CCCCCC[P+](C2=CC=CC=C2)(C2=CC=CC=C2)C2=CC=CC=C2)CCN(C)C(=O)OC(C)(C)C)C=CC1OCC1=CC=CC=C1